tert-butyl (3S)-3-{[(4-{3-[(3-chloro-2-methoxyphenyl)amino]-4-oxo-1H,5H,6H,7H-pyrrolo[3,2-c]pyridin-2-yl}pyridin-3-yl)oxy]methyl}morpholine-4-carboxylate ClC=1C(=C(C=CC1)NC1=C(NC2=C1C(NCC2)=O)C2=C(C=NC=C2)OC[C@H]2N(CCOC2)C(=O)OC(C)(C)C)OC